C(#N)C1=C(SC2=C1C(=NC=C2F)C=2C1=C(C=3C=NC(=NC3C2F)N2C[C@H]([C@H](C2)O)N(CC)CC)COC1)NC(OC(C)(C)C)=O tert-Butyl (3-cyano-4-(3-((3R,4S)-3-(diethylamino)-4-hydroxypyrrolidin-1-yl)-5-fluoro-7,9-dihydrofuro[3,4-f]quinazolin-6-yl)-7-fluorothieno[3,2-c]pyridin-2-yl)carbamate